4-(N-(3-bromophenyl)sulfamoyl)-1-hydroxy-2-naphthoic acid BrC=1C=C(C=CC1)NS(=O)(=O)C1=CC(=C(C2=CC=CC=C12)O)C(=O)O